C(CC(C)C)N1CCC(CC1)CNC(=O)N1CC(C2=NC=CC=C21)(C)C N-((1-isopentylpiperidin-4-yl)methyl)-3,3-dimethyl-2,3-dihydro-1H-pyrrolo[3,2-b]pyridine-1-carboxamide